(R)-8-(3-((S)-2-((6-oxo-5-(trifluoromethyl)-1,6-dihydropyridazin-4-yl)amino)propoxy)propionyl)-3-(trifluoromethyl)-7,8,9,10-tetrahydro-5H-pyrazino[1,2-a]pyrido[3,2-e]pyrazin-6(6aH)-one O=C1C(=C(C=NN1)N[C@H](COCCC(=O)N1C[C@H]2N(C3=C(NC2=O)C=C(C=N3)C(F)(F)F)CC1)C)C(F)(F)F